4-((tert-butoxycarbonyl)amino)tetrahydro-2H-thiopyran-4-carboxylic acid C(C)(C)(C)OC(=O)NC1(CCSCC1)C(=O)O